NC1=C(C2=C(S1)C(CC(C2)C2=C(C=CC=C2)C(F)(F)F)=O)C(=O)N 2-Amino-7-oxo-5-(2-(trifluoromethyl)phenyl)-4,5,6,7-tetrahydrobenzo[b]thiophene-3-carboxamide